C(C)(C)C1=C(C=CC=C1)C1N(C(CN(C1)C1CCCC2=CC=CC=C12)=O)C1CC2(C1)CCN(CC2)C(=O)OC(C)(C)C Tert-butyl 2-(2-(2-isopropylphenyl)-6-oxo-4-(1,2,3,4-tetrahydronaphthalen-1-yl) piperazin-1-yl)-7-azaspiro[3.5]Nonane-7-carboxylate